ClC1=CC(=C(N=N1)C)C1=CC=CC=C1 6-chloro-3-methyl-4-phenylpyridazine